CC1=NC=2C=C(C=C(C2C(N1)=O)C#N)C(F)(F)F 2-methyl-4-oxo-7-(trifluoromethyl)-3,4-dihydroquinazoline-5-carbonitrile